tert-butyl 4-(4-((5-methylpyrazin-2-yl)oxy)phenyl)piperidine-1-carboxylate CC=1N=CC(=NC1)OC1=CC=C(C=C1)C1CCN(CC1)C(=O)OC(C)(C)C